4-[[2-(5-Chloro-2-hydroxy-phenyl)acetyl]amino]-N-(3-hydroxy-1,1-dimethyl-propyl)pyridine-2-carboxamide ClC=1C=CC(=C(C1)CC(=O)NC1=CC(=NC=C1)C(=O)NC(CCO)(C)C)O